C(C)(C)(C)OC(N[C@H]1C[C@H](C2(OCCO2)CC1)S)=O ((6R,8R)-6-Mercapto-1,4-dioxa-spiro[4.5]dec-8-yl)-carbamic acid tert-butyl ester